C(C1=CC=CC=C1)NC(N([C@@H]1CC[C@H](CC1)NC1=NC=C(C=C1)C#N)C=1C=CC(=NC1)C=1C=NC=CC1)=O 3-benzyl-1-(2,3'-bipyridin-5-yl)-1-(trans-4-((5-cyanopyridin-2-yl)amino)cyclohexyl)urea